OC[C@H](C)NC(=O)C=1C(NN=CC1)=O N-[(2S)-1-hydroxypropan-2-yl]-3-oxo-2,3-dihydropyridazine-4-carboxamide